OCC(=O)N[C@@H]1CNCC1 (S)-2-hydroxy-N-(pyrrolidin-3-yl)acetamide